[N-]=C=O.COC1=CC=CC=C1 p-methoxybenzene isocyanate